NC1=NN2C(C(=CC(=C2)C=2C=NN(C2)C)C=2C=NC(=CC2)N2CCN(CC2)CC2=CC=CC=C2)=C1C#N 2-amino-4-(6-(4-Benzylpiperazin-1-yl)pyridin-3-yl)-6-(1-methyl-1H-pyrazol-4-yl)pyrazolo[1,5-a]pyridine-3-carbonitrile